4,6-dichloro-2-(4-(ethylsulfonyl)benzyl)-5-(2-(3,3,3-trifluoropropyl)phenyl)-1H-benzo[d]imidazole ClC1=C(C(=CC=2NC(=NC21)CC2=CC=C(C=C2)S(=O)(=O)CC)Cl)C2=C(C=CC=C2)CCC(F)(F)F